FC1=C(C(=CC(=C1)F)OC)C1=NC=CC(=N1)NC1=NC=C(C(=C1)N1C[C@H](CCC1)O)C=1C=NN(C1)CC(F)(F)F (S)-1-(2-((2-(2,4-difluoro-6-methoxyphenyl)pyrimidin-4-yl)amino)-5-(1-(2,2,2-trifluoroethyl)-1H-pyrazol-4-yl)pyridin-4-yl)piperidin-3-ol